1,2-dihydroimidazo[1,2-a]quinazolin-7-ol C1CN=C2N1C1=CC=C(C=C1C=N2)O